BrC=1C(=C(C=CC1)C=1SC2=C(CN(CC2)C)N1)C 2-(3-bromo-2-methyl-phenyl)-5-methyl-6,7-dihydro-4H-thiazolo[4,5-c]pyridine